C(C1=CC=CC=C1)(=O)NC1=CC=C(C(=O)O)C=C1 4-(benzoylamino)benzoic acid